F[B-](F)(F)F.C(C)(C)(C)OC(C[N+](CC(C(C(F)(F)F)(F)F)(F)F)(C)CCOC(C(=C)C)=O)=O N-(2-(tert-butoxy)-2-oxoethyl)-2,2,3,3,4,4,4-heptafluoro-N-(2-(methacryloyloxy)ethyl)-N-methylbutan-1-aminium tetrafluoroborate